COC=1N([C@H]2[C@H](O)[C@H](O)[C@@H](CO)O2)C=2N=C(NC(C2N1)=O)N 8-methoxyguanosine